FC1=CC=C(C=C1)C1=CC(=CC=C1)C(C1=CN(C2=C(N=CC=C21)O)C)OCC2=CC=C(C=C2)F 3-((4'-fluoro-[1,1'-biphenyl]-3-yl)((4-fluorobenzyl)oxy)methyl)-1-methyl-1H-pyrrolo[2,3-c]pyridin-7-ol